tert-butyl 1'-methyl-6'-oxo-1',5,6,6'-tetrahydro-[3,3'-bipyridine]-1(2H)-carboxylate CN1C=C(C=CC1=O)C=1CN(CCC1)C(=O)OC(C)(C)C